(S)-8-(2-amino-6-((R)-2,2,2-trifluoro-1-(3'-hydroxy-[1,1'-biphenyl]-4-yl)ethoxy)pyrimidin-4-yl)-2,8-diazaspiro[4.5]decane-3-carboxylic acid NC1=NC(=CC(=N1)N1CCC2(C[C@H](NC2)C(=O)O)CC1)O[C@@H](C(F)(F)F)C1=CC=C(C=C1)C1=CC(=CC=C1)O